(S)-1-(5-((2-(difluoromethyl)phenyl)thio)pyrazin-2-yl)-4'H,6'H-spiro[piperidine-4,5'-pyrrolo[1,2-b]pyrazol]-4'-amine FC(C1=C(C=CC=C1)SC=1N=CC(=NC1)N1CCC2([C@@H](C=3N(N=CC3)C2)N)CC1)F